C(C)OC1=CC(=C(C(=C1)F)C1=C(C=CC(=N1)C(=O)O)F)F 6-(4-ethoxy-2,6-difluorophenyl)-5-fluoropyridine-2-carboxylic acid